(R)-N-(1-(3-(difluoromethyl)-2-fluorophenyl)ethyl)-6-methoxy-2-methyl-8,9-dihydrofuro[2,3-h]quinazolin-4-amine FC(C=1C(=C(C=CC1)[C@@H](C)NC1=NC(=NC2=C3C(=C(C=C12)OC)OCC3)C)F)F